C1NCC12CC(C2)O 2-azaspiro[3.3]Heptane-6-ol